C1=CN=C(N=C1N)N pyrimidinediamine